CN1C=NC2=C(C=C(N=C12)N1N=C(NCC1)C=1C=C(C=CC1)C)N1CCOCC1 1-(3-methyl-7-morpholino-3H-1,3,4-triazainden-5-yl)-3-(m-tolyl)-1,4,5,6-tetrahydro-1,2,4-triazine